4-Methoxy-naphthalene-1-sulfonic acid [2-(4-methanesulfonylaminocarbonyl-phenylethynyl)-phenyl]-amide CS(=O)(=O)NC(=O)C1=CC=C(C=C1)C#CC1=C(C=CC=C1)NS(=O)(=O)C1=CC=C(C2=CC=CC=C12)OC